7-(4-chlorophenyl)-6-fluoro-N-((3R,4R)-3-fluoro-1-(methylsulfonyl)piperidin-4-yl)pyrrolo[2,1-f][1,2,4]triazin-2-amine ClC1=CC=C(C=C1)C1=C(C=C2C=NC(=NN21)N[C@H]2[C@@H](CN(CC2)S(=O)(=O)C)F)F